CNC(=O)C1(CC1)C(=O)O 1-(METHYLCARBAMOYL)CYCLOPROPANE-1-CARBOXYLIC ACID